NC1=CC(=NC=C1)N1CCC(CC1)[C@@H](N[S@@](=O)C(C)(C)C)C1=C(C=C(C(=C1)Cl)Cl)O (S)-N-[(R)-[1-(4-aminopyridin-2-yl)piperidin-4-yl](4,5-dichloro-2-hydroxyphenyl)methyl]-2-methylpropane-2-sulfinamide